(7-(2-(4-(6-Fluorobenzo[b]thiophen-4-yl)piperazin-1-yl)ethyl)-2-oxo quinolin-1(2H)-yl)methyl decanoate C(CCCCCCCCC)(=O)OCN1C(C=CC2=CC=C(C=C12)CCN1CCN(CC1)C1=CC(=CC=2SC=CC21)F)=O